ClC=1C=C(C=CC1F)NC(N(C=1C=NC(=CC1)OC)CC1=NNC(=C1CCOC)C(F)F)=O (3-Chloro-4-fluorophenyl)-1-((5-(difluoromethyl)-4-(2-methoxyethyl)-1H-pyrazol-3-yl)methyl)-1-(6-methoxypyridin-3-yl)urea